NC1=NC(=C2NC=NC2=N1)NCC1=C(C=CC=C1)F 2-amino-6-(2-fluorobenzylamino)purine